ClCC1=NC2=C(N1COCC)C=CC=C2 2-(chloromethyl)-1-(ethoxymethyl)-1H-benzo[d]imidazole